2-hydroxy-1-ethanethiol OCCS